ClC=1C(=NC(=NC1)N1CCN(CC1)C(C)C)N1CC(C1)C(=O)NC(C)(C)C1=CN=C2N1C=CC=C2 1-{5-chloro-2-[4-(prop-2-yl)piperazin-1-yl]pyrimidin-4-yl}-N-(2-{imidazo[1,2-a]pyridin-3-yl}prop-2-yl)azetidine-3-carboxamide